phosphate compound with phthalic anhydride C1(C=2C(C(=O)O1)=CC=CC2)=O.P(=O)(O)(O)O